BrC=1C=C(C=CC1)N(C=1C=C(C=CC1)C1=CC=C(C=C1)C1=CC=CC=C1)C1=CC=CC=C1 N-(3-bromophenyl)-N-phenyl-[1,1':4',1''-terphenyl]-3-amine